3-phenyl-3-(4-morpholinophenyl)-16-(ethoxycarbonyl)methyl-16-hydroxy-3,16-dihydrobenzofuro[2'',3'':6',7']indeno[3',2':4,3]naphtho[1,2-b]pyran C1(=CC=CC=C1)C1(C=CC2=C(O1)C=1C=CC=CC1C1=C2C(C2=C3C(=CC=C21)OC2=C3C=CC=C2)(O)CC(=O)OCC)C2=CC=C(C=C2)N2CCOCC2